4-allyl-2-methoxy-1-(((2E,6Z)-nona-2,6-dien-1-yl)oxy)benzene C(C=C)C1=CC(=C(C=C1)OC\C=C\CC\C=C/CC)OC